2-(4-(aminomethyl)phenyl)-7-bromo-9,10-dihydro-4H-benzo[d]pyrazolo[1,5-a][1,3]diazepine-3-carbonitrile hydrochloride Cl.NCC1=CC=C(C=C1)C1=NN2C(NC3=C(CC2)C=C(C=C3)Br)=C1C#N